C(C1=CC=CC=C1)OC(=O)N(C(C(=O)O)(C)C)C 2-[benzyloxycarbonyl(methyl)amino]-2-methyl-propanoic acid